1-(4'-isopropylphenyl)-3-phenylpropan-1,3-dione C(C)(C)C1=CC=C(C=C1)C(CC(=O)C1=CC=CC=C1)=O